S1C(=NC2=C1C=CC=C2)\C(\CC(=O)O)=C\C=2C(=NNC2)C2=CC=C(C=C2)Cl (E)-3-(1,3-benzothiazol-2-yl)-4-[3-(p-chlorophenyl)-4-pyrazolyl]-3-butenoic acid